C1(CCC1)C1=NNC=2C1=NC(=CC2CN2CCCC2)C=2C=C1CN(C(C1=CC2)=O)C2C(NC(CC2)=O)=O 3-(5-(3-cyclobutyl-7-(pyrrolidin-1-ylmethyl)-1H-pyrazolo[4,3-b]pyridin-5-yl)-1-oxoisoindolin-2-yl)piperidine-2,6-dione